ClC=1C=C(C(OC)=N)C=C(C1)[C@H]1N(CCOC1)CC1=CC=C(C=C1)OC methyl (R)-3-chloro-5-(4-(4-methoxybenzyl)morpholin-3-yl)benzimidate